5-{[5-(3-Chlorophenyl)-6-methoxypyridin-3-yl]methyl}pyridin ClC=1C=C(C=CC1)C=1C=C(C=NC1OC)CC=1C=CC=NC1